1-((2R,3R,4R,5R)-3,4-Bis(propionyloxy)-5-((propionyloxy)methyl)tetrahydrofuran-2-yl)-3-carboxypyridin-1-ium C(CC)(=O)O[C@H]1[C@@H](O[C@@H]([C@H]1OC(CC)=O)COC(CC)=O)[N+]1=CC(=CC=C1)C(=O)O